N,7-di-tert-butyl-7H-benzo[d]pyrido[1',2':1,2]imidazo[4,5-f][1,3]diazepin-6-amine C(C)(C)(C)NC=1N(C2=C(C3=C(N1)C=CC=C3)N=C3N2C=CC=C3)C(C)(C)C